FC1(CCC2=C1N=C(N=C2C2=CC(=CC=C2)N=S2(CCCC2)=O)N2[C@H]([C@@H](C2)O)C)F (2S,3R)-1-[7,7-difluoro-4-[3-[(1-oxothiolan-1-ylidene)amino]phenyl]-5,6-dihydrocyclopenta[d]pyrimidin-2-yl]-2-methyl-azetidin-3-ol